C(C1=CC=CC=C1)OC(NC1=CC(=NN1C(C)(C)C)[C@H]1CC(CC1)(OC)OC)=O |r| (±)-[1-tert-butyl-3-(3,3-dimethoxycyclopentyl)-1H-pyrazol-5-yl]carbamic acid benzyl ester